CC=1N=C(C2=C(N1)OC=C2C(=O)NCC2=NOC(=C2)C=2C=NN(C2)C)NC2(CC2)C methyl-N-{[5-(1-methyl-1H-pyrazol-4-yl)-1,2-oxazol-3-yl]methyl}-4-[(1-methylcyclopropyl)amino]furo[2,3-d]pyrimidine-5-carboxamide